6-fluoro-2-(hydroxymethyl)pyrazolo[1,5-a]pyridin-5-ol FC=1C(=CC=2N(C1)N=C(C2)CO)O